Ethyl 4-hydroxy-1-((N-methylacetamido)methyl)-7-phenoxyisoquinoline-3-carboxylate OC1=C(N=C(C2=CC(=CC=C12)OC1=CC=CC=C1)CN(C(C)=O)C)C(=O)OCC